NC1=CC=C(C=C1)CCCCCB1OC(C)(C)C(C)(C)O1 5-(4-aminophenyl)pentylboronic acid pinacol ester